C(\C=C\C=C\C)(=O)OC1=CC=C2C3=C1OC1C34CCN(C(C4(CCC1O)O)C2)CC2CCC2 3-(cyclobutylmethyl)-4a,7-dihydroxy-2,3,4,4a,5,6,7,7a-octahydro-1H-4,12-methanobenzofuro[3,2-e]isoquinolin-9-yl (2E,4E)-hexa-2,4-dienoate